(E)-4-phenyl-3-butene-2-yl-carboxylate C1(=CC=CC=C1)/C=C/C(C)C(=O)[O-]